4-(trans-4-amyl-cyclohexyl)phenol C(CCCC)[C@@H]1CC[C@H](CC1)C1=CC=C(C=C1)O